tert-butyl (1R,5S)-3-(2-((2-fluorotetrahydro-1H-pyrrolizin-7a(5H)-yl)methoxy)-5,6,7,8-tetrahydropyrido[3,4-d]pyrimidin-4-yl)-3,8-diazabicyclo[3.2.1]octane-8-carboxylate FC1CC2(CCCN2C1)COC=1N=C(C2=C(N1)CNCC2)N2C[C@H]1CC[C@@H](C2)N1C(=O)OC(C)(C)C